tert-butyl 6-[2-[3-(4-amino-1-tert-butyl-pyrazolo[3,4-d]pyrimidin-3-yl)-5-cyclopropyl-isoxazol-4-yl]pyrimidin-5-yl]-2-azaspiro[3.3]hept-6-ene-2-carboxylate NC1=C2C(=NC=N1)N(N=C2C2=NOC(=C2C2=NC=C(C=N2)C=2CC1(CN(C1)C(=O)OC(C)(C)C)C2)C2CC2)C(C)(C)C